ClC1=C(OC=2C=C3CCC(NC3=CC2)=O)C(=CC(=C1)[N+](=O)[O-])Cl 6-(2,6-dichloro-4-nitro-phenoxy)-3,4-dihydro-1H-quinolin-2-one